C(C=C)N1C(=NC2=C1C=CC=C2)C2=CC=CC=C2 1-allyl-2-phenyl-1H-benzo[d]imidazole